L-aspartic acid-tert-butyl ester C(C)(C)(C)OC([C@@H](N)CC(=O)O)=O